[Ag].[Cu].[Zn] zinc-copper-silver